5-[(5-methoxypyridin-2-yl)methoxy]-2-(piperazin-1-yl)-1,3-benzoxazole COC=1C=CC(=NC1)COC=1C=CC2=C(N=C(O2)N2CCNCC2)C1